3-(2-((4-fluorobenzyl)oxy)-4-((2,2,2-trifluoroethyl)sulfonamido)phenyl)-5-((6-(trifluoromethyl)pyridine-2-yl)amino)-1H-pyrazole-4-carboxamide FC1=CC=C(COC2=C(C=CC(=C2)NS(=O)(=O)CC(F)(F)F)C2=NNC(=C2C(=O)N)NC2=NC(=CC=C2)C(F)(F)F)C=C1